2,5-diaminobenzenesulfonate NC1=C(C=C(C=C1)N)S(=O)(=O)[O-]